F[C@@H]1[C@@]2(C1)CN(C(C1=CC=C(C=C12)I)=O)CC(=O)NC1CC(C1)(C)O 2-[(2's,4r)-2'-fluoro-6-iodo-1-oxospiro[3H-isoquinoline-4,1'-cyclopropane]-2-yl]-N-(3-hydroxy-3-methylcyclobutyl)acetamide